N-methyl-N-n-decyl-fumaric acid amide CN(C(\C=C\C(=O)O)=O)CCCCCCCCCC